NC1=C(C=CC(=C1)NCC1=CC=C(C=C1)O)NC([C@@H]([C@@H](CCCC)F)F)=O (2S,3R)-N-(2-amino-4-((4-hydroxybenzyl)amino)phenyl)-2,3-difluoroheptanamide